(R)-4-((R)-4-((S)-2-(4-chlorophenyl)-3-(isopropylamino)propionyl)-2-methylpiperazin-1-yl)-5-methyl-5,8-dihydropyrido[2,3-d]pyrimidin-7(6H)-one ClC1=CC=C(C=C1)[C@H](C(=O)N1C[C@H](N(CC1)C=1C2=C(N=CN1)NC(C[C@H]2C)=O)C)CNC(C)C